N1(C=NC=C1)CCCNC(=O)C1=NN2C(N=C(C=C2C2OCCC2)C2=CC=CC=C2)=C1 N-(3-(1H-imidazol-1-yl)propyl)-5-phenyl-7-(tetrahydrofuran-2-yl)pyrazolo[1,5-a]pyrimidine-2-carboxamide